2-((3,5-dicyano-4-ethyl-6-(1-oxa-6-azaspiro[3.4]oct-6-yl)pyridin-2-yl)thio)-2-phenylacetamide C(#N)C=1C(=NC(=C(C1CC)C#N)N1CC2(CCO2)CC1)SC(C(=O)N)C1=CC=CC=C1